C(CCCCCCCCCC)C(C(=O)[O-])(C(=O)[O-])CCCCCCCCCCC di(undecyl)malonate